4-(6-oxo-2-(trifluoromethyl)-3,6-dihydrochromeno[7,8-d]imidazol-8-yl)benzonitrile O=C1C=C(OC2=C1C=CC=1NC(=NC12)C(F)(F)F)C1=CC=C(C#N)C=C1